N1=C(C=CC=C1)CN(CCN1CC2=CC=CC=3C2=C(C1)C=CC3N(C)C)CC3=NC=CC=C3 2-(2-(bis(pyridin-2-ylmethyl)amino)ethyl)-6-(dimethylamino)-1H-benzo[de]isoquinoline